3-(((3-chloro-1-(5-(3-chloro-4-isopropyloxyphenyl)-1,2,4-oxadiazol-3-yl)-1H-indole-5-yl)methyl)(methyl)amino)propionic acid tert-butyl ester C(C)(C)(C)OC(CCN(C)CC=1C=C2C(=CN(C2=CC1)C1=NOC(=N1)C1=CC(=C(C=C1)OC(C)C)Cl)Cl)=O